FC1=C(C(=CC=C1)[C@@H](C)O)NC1=NC(=NC=C1C(=O)N)NC1=C(C=C2CCN(CC2=C1)C)OC |r| (RAC)-4-((2-fluoro-6-(1-hydroxyethyl)phenyl)amino)-2-((6-methoxy-2-methyl-1,2,3,4-tetrahydroisoquinolin-7-yl)amino)pyrimidine-5-carboxamide